4'-tert-butyl-2-bromobenzophenone C(C)(C)(C)C1=CC=C(C=C1)C(C1=C(C=CC=C1)Br)=O